ClC=1N=C2N(C(C1)=O)C=CC=C2OC 2-chloro-9-methoxy-pyrido[1,2-a]pyrimidin-4-one